C1N(CC2=CC=CC=C12)C=1OC2=C(C=C(C=C2C(C1)=O)C)[C@@H](C)NC1=C(C(=O)O)C=CC=C1 (R)-2-((1-(2-(isoindolin-2-yl)-6-methyl-4-oxo-4H-chromen-8-yl)ethyl)amino)benzoic acid